tert-Butyl 7-[2-[(5-methoxy-2-pyridyl)oxy]ethoxy]-3,4-dihydro-1H-isoquinoline-2-carboxylate COC=1C=CC(=NC1)OCCOC1=CC=C2CCN(CC2=C1)C(=O)OC(C)(C)C